(S)-2-amino-4-azido-N-(4-chloro-2-iodo-5-methyl-phenyl)butanamide N[C@H](C(=O)NC1=C(C=C(C(=C1)C)Cl)I)CCN=[N+]=[N-]